2-(dimethylamino)-1-(4-(3-isopropyl-2-(1-methyl-1H-pyrazolo[3,4-b]pyridin-5-yl)-1H-indol-5-yl)piperidin-1-yl)ethan-1-one CN(CC(=O)N1CCC(CC1)C=1C=C2C(=C(NC2=CC1)C=1C=C2C(=NC1)N(N=C2)C)C(C)C)C